TITANIUM-COBALT-NICKEL [Ni].[Co].[Ti]